tert-butyl 6-[2-fluoro-4-(trifluoromethyl)phenyl]-2-azaspiro[3.3]heptane-2-carboxylate FC1=C(C=CC(=C1)C(F)(F)F)C1CC2(CN(C2)C(=O)OC(C)(C)C)C1